1-(6-((1-(5-chloro-4-((1-(2-hydroxyethyl)-2-oxoindolin-5-yl)amino)pyrimidin-2-yl)piperidin-4-yl)amino)-1-methyl-1H-indazol-3-yl)dihydropyrimidine-2,4(1H,3H)-dione ClC=1C(=NC(=NC1)N1CCC(CC1)NC1=CC=C2C(=NN(C2=C1)C)N1C(NC(CC1)=O)=O)NC=1C=C2CC(N(C2=CC1)CCO)=O